NC=1C(=NC(=CC1C1=C2C=NNC2=CC=C1C)C1=NC(=NC=C1)NCCOC)C(=O)N 3-amino-6-(2-((2-methoxyethyl)amino)pyrimidin-4-yl)-4-(5-methyl-1H-indazol-4-yl)picolinamide